C1(=C(C(=CC=C1)C(=N)N)C(=N)N)C(=O)C(O)C1=CC=CC=C1 benzoin-bis-formamidine